2-(((S)-1-(1H-tetrazol-1-yl)propan-2-yl)oxy)-4-(2-((1-((1r,4r)-4-morpholinocyclohexyl)-3-(3-(oxazol-2-yl)propoxy)-1H-pyrazol-4-yl)amino)pyrimidin-5-yl)benzonitrile N1(N=NN=C1)C[C@H](C)OC1=C(C#N)C=CC(=C1)C=1C=NC(=NC1)NC=1C(=NN(C1)C1CCC(CC1)N1CCOCC1)OCCCC=1OC=CN1